benzyl 2,2-dimethyl-3-oxobutanoate CC(C(=O)OCC1=CC=CC=C1)(C(C)=O)C